(6'-Hydroxy-3'-(4-hydroxyphenyl)-8'-oxo-8'H-spiro[cyclopentane-1,5'-indolizine]-7'-carbonyl)glycine OC=1C2(N3C(=CC=C3C(C1C(=O)NCC(=O)O)=O)C1=CC=C(C=C1)O)CCCC2